L-pipecolinate N1[C@@H](CCCC1)C(=O)[O-]